ethyl 3-carboxy-4-hydroxy-α-cyanocinnamate C(=O)(O)C=1C=C(C=C(C(=O)OCC)C#N)C=CC1O